(R)-(4-chlorophenyl)(pyridine-2-yl)methanol hafnium (i) [Hf+].ClC1=CC=C(C=C1)[C@@H](O)C1=NC=CC=C1